pyridine-2,4-dicarbonyl dichloride N1=C(C=C(C=C1)C(=O)Cl)C(=O)Cl